methyl-2-hydroxy-2-methylpropanoic acid CCC(C(=O)O)(C)O